FC(C1=C(C=C(C=N1)C=1C2=C(N(CC3(CC3)N1)C)C(=CC=C2)F)C)F 5-(6-(difluoromethyl)-5-methylpyridin-3-yl)-9-fluoro-1-methyl-1,2-dihydro-spiro[benzo[e][1,4]diazepine-3,1'-cyclopropane]